OC1[C@H](N)[C@@H](O)[C@@H](O)[C@H](O1)CO GALACTOSAMINE